O=C1NC(CCC1N1C(C2=CC=CC(=C2C1=O)NCCOCCOCCOCCNC(OC(C)(C)C)=O)=O)=O Tert-butyl N-[2-[2-[2-[2-[[2-(2,6-dioxo-3-piperidyl)-1,3-dioxo-isoindolin-4-yl]amino] ethoxy]ethoxy]ethoxy]ethyl]carbamate